N1NCN2C1=CN=CC2 DIHYDRO[1,2,4]TRIAZOLO[4,3-A]PYRAZIN